2-(2-Aminoethoxy)-4-(4-fluorophenyl)-6-(pyridin-2-yl)pyridine-3-carbonitrile NCCOC1=NC(=CC(=C1C#N)C1=CC=C(C=C1)F)C1=NC=CC=C1